S(=O)(=O)(ON1[C@@H]2CC[C@H](N(C1=O)C2)C(NC(CCNC(=N)N)=O)=N)O (2S,5R)-2-(N-(3-guanidinopropanoyl) carbamimidoyl)-7-oxo-1,6-diazabicyclo[3.2.1]octan-6-yl hydrogen sulfate